2-((6-((5-Chloro-2-(3-(2-(1,3-dioxoisoindolin-2-yl)ethyl)-4,4-difluoro-5-methylpiperidin-1-yl)pyrimidin-4-yl)amino)-1-methyl-2-oxo-1,2-dihydroquinolin-3-yl)oxy)-N-methylacetamide ClC=1C(=NC(=NC1)N1CC(C(C(C1)C)(F)F)CCN1C(C2=CC=CC=C2C1=O)=O)NC=1C=C2C=C(C(N(C2=CC1)C)=O)OCC(=O)NC